bromo-2(5H)-furanone BrC=1C(OCC1)=O